(1r,4r)-4-(4-bromo-3-(trifluoromethyl)phenoxy)cyclohexan-1-ol BrC1=C(C=C(OC2CCC(CC2)O)C=C1)C(F)(F)F